ClC=1SC(=CN1)CN1C=CC=C2C1=NC(N(C2=O)C2=CC(=CC=C2)OC)=O 8-((2-chlorothiazol-5-yl)methyl)-3-(3-methoxyphenyl)pyrido[2,3-d]pyrimidine-2,4(3H,8H)-dione